3-(tert-butyl) 2-methyl (1R,5S)-2-(2-(chloromethyl)allyl)-3-azabicyclo[3.1.0]hexane-2,3-dicarboxylate ClCC(CC1([C@@H]2C[C@@H]2CN1C(=O)OC(C)(C)C)C(=O)OC)=C